C(C)(=O)C1=CC2=C(N=C(N=C2)NC2=NC=C(C=C2)OCCOC)N(C1=O)C1CCCC1 6-acetyl-8-cyclopentyl-2-[5-(2-methoxy-ethoxy)-pyridin-2-ylamino]-8H-pyrido[2,3-d]Pyrimidin-7-one